2-(4-(2-(4-isopropyl-5-(8-methoxy-[1,2,4]triazolo[1,5-a]pyridin-6-yl)-1H-pyrazol-3-yl)thiazol-5-yl)piperazin-1-yl)-N,N-dimethylacetamide C(C)(C)C=1C(=NNC1C=1C=C(C=2N(C1)N=CN2)OC)C=2SC(=CN2)N2CCN(CC2)CC(=O)N(C)C